(E)-3-(5-(benzylthio)-2-((4-bromo-5-fluoro-2-methoxyphenyl)amino)-4-fluorophenyl)acrylic acid ethyl ester C(C)OC(\C=C\C1=C(C=C(C(=C1)SCC1=CC=CC=C1)F)NC1=C(C=C(C(=C1)F)Br)OC)=O